NC1=C(C=CC(=C1)C)C(C)=O 1-(2-amino-4-methylphenyl)ethanone